1-Amino-3-(azetidin-3-yloxy)propan-2-ol NCC(COC1CNC1)O